C1=CC(=CC=C1CC2=CC=C(C=C2)C#N)C#N 4,4'-dicyanodiphenylmethane